2-(difluoromethoxy)-5-fluoro-pyridine-3-carbonyl chloride FC(OC1=NC=C(C=C1C(=O)Cl)F)F